4-((2-(azetidin-1-ylmethyl)-6-fluorobenzyl)amino)-2,6-difluoro-N-(isothiazol-3-yl)benzenesulfonamide N1(CCC1)CC1=C(CNC2=CC(=C(C(=C2)F)S(=O)(=O)NC2=NSC=C2)F)C(=CC=C1)F